1-(1-ethyl-3-piperidyl)-3-[3-hydroxy-6-[2-hydroxy-6-methyl-4-(trifluoromethyl)phenyl]pyrazin-2-yl]thiourea C(C)N1CC(CCC1)NC(=S)NC1=NC(=CN=C1O)C1=C(C=C(C=C1C)C(F)(F)F)O